C(CC=C)C=1C(=C2C=NN(C2=CC1C)C1OCCCC1)B1OC(C(O1)(C)C)(C)C 5-(But-3-en-1-yl)-6-methyl-1-(tetrahydro-2H-pyran-2-yl)-4-(4,4,5,5-tetramethyl-1,3,2-dioxaborolan-2-yl)-1H-indazole